tert-butyl ((1r,4r)-4-((3-(((4,6-dimethyl-2-oxo-1,2-dihydropyridin-3-yl)methyl)carbamoyl)-2-methyl-5-(1-(2-morpholinoethyl)-1H-pyrazol-4-yl)phenyl)(methyl)amino)cyclohexyl)carbamate CC1=C(C(NC(=C1)C)=O)CNC(=O)C=1C(=C(C=C(C1)C=1C=NN(C1)CCN1CCOCC1)N(C1CCC(CC1)NC(OC(C)(C)C)=O)C)C